methyl 2-((1-(2-((4-chlorophenyl)amino)-3,6-dimethyl-4-oxo-3,4-dihydroquinazolin-8-yl)ethyl)amino)benzoate ClC1=CC=C(C=C1)NC1=NC2=C(C=C(C=C2C(N1C)=O)C)C(C)NC1=C(C(=O)OC)C=CC=C1